[5-[(E)-2-[5-[(1S)-1-(3,5-dichloro-4-pyridyl)ethoxy]-1H-indazol-3-yl]vinyl]-2-pyridyl]-imino-methyl-oxo-λ6-sulfane ClC=1C=NC=C(C1[C@H](C)OC=1C=C2C(=NNC2=CC1)/C=C/C=1C=CC(=NC1)S(=O)(C)=N)Cl